N1=CC(=CC=C1)CN1C[C@](CC1)(CCC=1SC=CC1)[C@@H](C)O (R)-1-((R)-1-(pyridin-3-ylmethyl)-3-(2-(thiophen-2-yl)ethyl)pyrrolidin-3-yl)ethan-1-ol